FC=1C=C2CN(CC2=CC1)C=1OC2=CC=C(C=C2C(C1C)=O)C 2-(5-fluoroisoindolin-2-yl)-3,6-dimethyl-4H-chromen-4-one